Methyl (methyl)benzoate CC1=C(C(=O)OC)C=CC=C1